2-oxo-1,2,3,4-tetrahydroquinoline-7-carboxylic acid methyl ester COC(=O)C1=CC=C2CCC(NC2=C1)=O